C(CC)C1C(C2C=CC1C2)C(=O)N 3-propylbicyclo[2.2.1]hept-5-ene-2-carboxamide